tert-butyl 3-benzyl-2-[1-hydroxy-2-(methoxymethoxy)ethyl]-3,8-diazabicyclo[3.2.1]octane-8-carboxylate C(C1=CC=CC=C1)N1C(C2CCC(C1)N2C(=O)OC(C)(C)C)C(COCOC)O